C(C)S(=O)C=1OC2=C(C=C(C=C2C(C1)=O)C(F)(F)F)C(C)NC1=C(C(=O)O)C=CC=C1 2-[1-[2-ethylsulfinyl-4-oxo-6-(trifluoromethyl)chromen-8-yl]ethylamino]benzoic acid